tert-butanethiol sulfur [S].C(C)(C)(C)S